C(C)(C)N(P(=O)(N)N)C(C)C N,N-diisopropylphosphoramide